C(=O)OC1=C(C=CC(=C1)C#CC)C1=NN=C(C2=CC=CC=C12)N[C@H]1CN(CCC1)C 2-(4-{[(3R)-1-methylpiperidin-3-yl]amino}phthalazin-1-yl)-5-(prop-1-yn-1-yl)phenol formate